C(C)(C)(C)OC(=O)N1CC2(C1)CN(C2)C2=NC=CC(=C2)OC 6-(4-methoxypyridin-2-yl)-2,6-diazaspiro[3.3]heptane-2-carboxylic acid tert-butyl ester